N-((R)-3-(4-chlorobenzyl)piperidin-3-yl)-3-hydroxypropionamide ClC1=CC=C(C[C@]2(CNCCC2)NC(CCO)=O)C=C1